[5-[2,2-bis[5-(2-butyl octanoyl oxy) pentanoyloxymethyl]-3-[4-(2-pyrrolidin-1-ylethylcarbamoyloxy)decanoyloxy] propoxy]-5-oxo-pentyl] 2-butyloctanoate C(CCC)C(C(=O)OCCCCC(=O)OCC(COC(CCC(CCCCCC)OC(NCCN1CCCC1)=O)=O)(COC(CCCCOC(C(CCCCCC)CCCC)=O)=O)COC(CCCCOC(C(CCCCCC)CCCC)=O)=O)CCCCCC